COC(CCCCCCCC1C(C1)CCCCCCCCCCC(CCCCCCCC)OC(CCCN(C)C)=O)=O.CC1(N(CCOC1)C1=NC2=CC=C(C=C2C=N1)C=C)C 3,3-Dimethyl-4-(6-vinyl-quinazolin-2-yl)morpholine methyl-8-[2-(11-{[4-(dimethylamino)butanoyl]oxy}nonadecyl)cyclopropyl]octanoate